NC1=CC(=C(C(=O)N2CCCC(C3=C2C=CC=C3)=O)C=C1)C 1-(4-amino-2-methylbenzoyl)-5-oxo-2,3,4,5-tetrahydro-1H-1-benzazepine